C[N]C N,N-dimethyl-Nitrogen